COC1=C(C=C(C(=C1)[N+](=O)[O-])S(=O)(=O)O)N1[NH2+]C(=NN1C1=C(C=C(C(=C1)S(=O)(=O)O)[N+](=O)[O-])OC)C(=O)NC1=CC=CC=C1 2,3-bis-(2-meth-oxy-4-nitro-5-sulfophenyl)-2H-tetrazolium-5-carboxanilide